8-bromopyrido[1,2-a]benzimidazole BrC=1C=CC2=C(N3C(=N2)C=CC=C3)C1